3,3-dimethyl-8-(1-methylpiperidin-4-yl)-N-phenethyl-3,4-dihydroisoquinoline-2(1H)-carboxamide CC1(N(CC2=C(C=CC=C2C1)C1CCN(CC1)C)C(=O)NCCC1=CC=CC=C1)C